CN1CCN(CC1)C1=CC=C(C=N1)NC1=NC2=C(C=CC=C2C=N1)C=1C=C(C=CC1)NS(=O)(=O)C=C N-(3-(2-((6-(4-methylpiperazin-1-yl)pyridin-3-yl)amino)quinazolin-8-yl)phenyl)ethenesulfonamide